FC1=C(CN2C(=CC3=CC(=CC=C23)F)CN2C(C(=CC=C2)NC([C@@H](CC\C=C\C(=O)N(C)C)CN(C([O-])=O)C)=O)=O)C=CC(=C1)F (S,E)-1-((1-((1-(2,4-Difluorobenzyl)-5-fluoro-1H-indol-2-yl)methyl)-2-oxo-1,2-dihydropyridin-3-yl)amino)-7-(dimethylamino)-1,7-dioxohept-5-en-2-yl-dimethylcarbamat